COC=1C=C(CNC=C(C(=O)C2=CC=C(C=C2)C)C)C=CC1 3-((3-methoxybenzyl)amino)-2-methyl-1-(p-tolyl)prop-2-en-1-one